C(CCCCCCCCCCCCCCCCC)(=O)OCC(OC(CCCCCCCCCCCCCCCCC)=O)COC(CCCCCCCCCCCCCCCCC)=O glycerol Tristearate